C[C@H](C1=CC=CC=C1)N=C=S R-α-Methylbenzyl Isothiocyanate